ethane-1,1,2,2-tetracarbonitrile C(C(C#N)C#N)(C#N)C#N